N-(6-bromo-2-methoxypyridin-3-yl)-1-methyl-4-(pyridin-2-yl)-1H-1,2,3-triazole-5-carboxamide BrC1=CC=C(C(=N1)OC)NC(=O)C1=C(N=NN1C)C1=NC=CC=C1